N-(2-(di-methylamino)ethyl)-7-fluoro-1H-indazole-3-carboxamide CN(CCNC(=O)C1=NNC2=C(C=CC=C12)F)C